(4S,5S)-N-((S*)-1-cyanoethyl)-7-ethyl-4-(4-fluorophenyl)-N-methyl-6-oxo-1-phenyl-5-(3-(trifluoromethyl)benzamido)-4,5,6,7-tetrahydro-1H-pyrazolo[3,4-b]pyridine-3-carboxamide C(#N)[C@H](C)N(C(=O)C1=NN(C=2N(C([C@H]([C@H](C21)C2=CC=C(C=C2)F)NC(C2=CC(=CC=C2)C(F)(F)F)=O)=O)CC)C2=CC=CC=C2)C |o1:2|